FC=1C(=CC(=NC1)C)C(=O)NC1=CC=C(C=C1)C(NC)=O 5-fluoro-2-methyl-N-[4-(methylcarbamoyl)phenyl]pyridine-4-carboxamide